N-(6-(4-fluoro-2-(hydroxymethyl)-6-methylphenyl)imidazo[1,2-a]pyridin-2-yl)cyclopropanecarboxamide FC1=CC(=C(C(=C1)C)C=1C=CC=2N(C1)C=C(N2)NC(=O)C2CC2)CO